N-((1S,4r)-4-((S)-2-amino-5-guanidinopentanamido)cyclohexyl)-4-((3-(2,3-difluoro-4-methoxyphenyl)imidazo[1,2-a]pyrazin-8-yl)amino)-2-ethylbenzamide bis(2,2,2-trifluoroacetate) FC(C(=O)O)(F)F.FC(C(=O)O)(F)F.N[C@H](C(=O)NC1CCC(CC1)NC(C1=C(C=C(C=C1)NC=1C=2N(C=CN1)C(=CN2)C2=C(C(=C(C=C2)OC)F)F)CC)=O)CCCNC(=N)N